O[C@@H]1CC(N(C1)CC(=O)O)=O 2-((R)-4-hydroxy-oxo-pyrrolidin-1-yl)acetic acid